ClC1=C(C(=O)NC2=C3C=NN(C3=CC=C2)C2=CC=C(C=C2)C#N)C=C(C=C1)CNC(C(C)(C)C)=O 2-chloro-N-[1-(4-cyanophenyl)-1H-indazol-4-yl]-5-{[(2,2-dimethylpropionyl)amino]methyl}benzamide